ethyl-(n-butyl)phosphinic acid C(C)P(O)(=O)CCCC